8-bromo-3-{[(tert-butyldimethylsilyl)oxy]methyl}-6-fluoro-2-iodoimidazo[1,2-a]pyridine BrC=1C=2N(C=C(C1)F)C(=C(N2)I)CO[Si](C)(C)C(C)(C)C